C(C1=CC=CC=C1)N(CCO)C(C)C1=NNC2=C(C(=CC=C12)Cl)Cl 2-{benzyl[1-(6,7-dichloro-1H-indazol-3-yl)ethyl]amino}ethanol